FC1=C(C=CC=C1[N+](=O)[O-])C=1C(=NN(N1)C)C([2H])([2H])N(C(OC(C)(C)C)=O)C tert-butyl ((5-(2-fluoro-3-nitrophenyl)-2-methyl-2H-1,2,3-triazol-4-yl)methyl-d2)(methyl)carbamate